tert-butyl N-[[3-[2-[tert-butyl(dimethyl)silyl]oxyethoxy]-5-ethynyl-2-pyridyl]methyl]carbamate [Si](C)(C)(C(C)(C)C)OCCOC=1C(=NC=C(C1)C#C)CNC(OC(C)(C)C)=O